ethylenediaminetetraacetic acid dilithium salt [Li+].[Li+].C(CN(CC(=O)[O-])CC(=O)[O-])N(CC(=O)O)CC(=O)O